CN1N=CC(=C1)NC1=NC=C(C=N1)CN1CCC2=CC=C(C=C12)NC(C1=CC(=CC(=C1)C(F)(F)F)CN1CCN(CC1)C)=O N-(1-((2-((1-methyl-1H-pyrazol-4-yl)amino)pyrimidin-5-yl)methyl)indolin-6-yl)-3-((4-methylpiperazin-1-yl)methyl)-5-(trifluoromethyl)benzamide